ClC=1C=C(C(=O)N[C@@H](C)C=2N(N=CN2)C2=NN(C(C=C2)=O)C)C=C(C1)S(=O)(=O)C(F)(F)F 3-chloro-N-[(1S)-1-[2-(1-methyl-6-oxo-pyridazin-3-yl)-1,2,4-triazol-3-yl]ethyl]-5-(trifluoromethylsulfonyl)benzamide